(3S)-1-[(2R)-2-[[4-(2,6-dimethylphenyl)-7-quinolyl]oxy]propanoyl]piperidine-3-carbohydroxamic acid CC1=C(C(=CC=C1)C)C1=CC=NC2=CC(=CC=C12)O[C@@H](C(=O)N1C[C@H](CCC1)C(=O)NO)C